(R)-6-cyclopropyl-N-(1-(3-(difluoromethyl)-2-fluorophenyl)ethyl)-2-methylpyridine C1(CC1)C1=CC=C[C@H](N1C(C)C1=C(C(=CC=C1)C(F)F)F)C